methyl 2-(3-bromo-2-fluorophenyl)-7-cyanoheptanoate BrC=1C(=C(C=CC1)C(C(=O)OC)CCCCCC#N)F